C(C)N(CCCN1C(=CN2C1SC1=C2C=CC=C1)C=1C=C(C=CC1)C)CC N-(3-(diethylamino)propyl)-2-(m-tolyl)benzo[d]imidazo[2,1-b]thiazole